(2,4-dioxo-5-(8-((1S,2S)-2-(1-(2,2,2-trifluoroethyl)-1H-indazol-6-yl)cyclopropyl)imidazo[1,2-b]pyridazin-6-yl)-3,4-dihydropyrimidin-1(2H)-yl)methyl dihydrogen phosphate P(=O)(OCN1C(NC(C(=C1)C=1C=C(C=2N(N1)C=CN2)[C@@H]2[C@H](C2)C2=CC=C1C=NN(C1=C2)CC(F)(F)F)=O)=O)(O)O